N-[(3-chloro-2,6-difluorophenyl)methyl]-3-(methoxymethyl)-1-({4-[(2-oxopyridin-1-yl)methyl]phenyl}methyl)pyrazole-4-carboxamide ClC=1C(=C(C(=CC1)F)CNC(=O)C=1C(=NN(C1)CC1=CC=C(C=C1)CN1C(C=CC=C1)=O)COC)F